FC1=CC=C(C=C1)C1SCC(N1C1=C(C=C(C=C1)C=1C=NN(C1)C)C)=O 2-(4-Fluorophenyl)-3-[2-methyl-4-(1-methyl-1H-pyrazol-4-yl)phenyl]-1,3-thiazolidin-4-one